(Z)-4,6-dimethoxy-2-(2-methylbenzylidene)-7-(1-methylpiperidin-4-yl)benzofuran-3(2H)-one COC1=CC(=C(C2=C1C(/C(/O2)=C/C2=C(C=CC=C2)C)=O)C2CCN(CC2)C)OC